C(#C)C=1N=C2N(C=CN=C2)C1 ethynylimidazo[1,2-a]pyrazine